C(C)(C)C1C(CC(CC1)C)=O 2-isopropyl-5-methylcyclohexanone